ClC1=C(C(=CC=C1)F)NC(C1=C(C=C(C(=C1)F)C=1OC(=C(N1)CC)CO)O[C@H](C(F)(F)F)C)=O (S)-N-(2-chloro-6-fluorophenyl)-4-(4-ethyl-5-(hydroxymethyl)oxazol-2-yl)-5-fluoro-2-((1,1,1-trifluoropropan-2-yl)oxy)benzamide